NCC1(C(C(NC1CC(C)(C)C)C(=O)O)C1=C(C(=CC=C1)Cl)F)C1=C(C=C(C=C1)Cl)Br.C(C)C1(COC1)COCCCOCC1(COC1)CC 1,3-bis(3-ethyl-3-oxetanylmethoxy)propane 4-(aminomethyl)-4-(2-bromo-4-chlorophenyl)-3-(3-chloro-2-fluorophenyl)-5-neopentylpyrrolidine-2-carboxylate